tetramethylene glycol di-methacrylate C(C(=C)C)(=O)OCCCCOC(C(=C)C)=O